6-(6-chloro-1H-indole-2-carbonyl)-N-[(1S)-1-cyano-2-[(3S)-2-oxo-3-piperidyl]ethyl]-6-azaspiro[3.4]octane-7-carboxamide ClC1=CC=C2C=C(NC2=C1)C(=O)N1CC2(CCC2)CC1C(=O)N[C@@H](C[C@H]1C(NCCC1)=O)C#N